CC(=COC1=CC=C(C=C1)N=NC1=CC=C(C=C1)C)C 1-(4-((2-methylprop-1-en-1-yl)oxy)phenyl)-2-(p-tolyl)diazene